ClC1=C(C#N)C(=CC=C1)N1N=CC(=C1)C1=CN(C(C=C1C=1C=NC(=CC1)OCCCN(C)C)=O)C 2-chloro-6-(4-(6-(3-(dimethylamino)propoxy)-1'-methyl-6'-oxo-1',6'-dihydro-[3,4'-bipyridin]-3'-yl)-1H-pyrazol-1-yl)benzonitrile